4-amino-N-(4-(4-methylbenzo[d]oxazol-2-ylamino)phenyl)butanamide NCCCC(=O)NC1=CC=C(C=C1)NC=1OC2=C(N1)C(=CC=C2)C